N-(4-(4-amino-7-methyl-5-(4-((6-methylpyridin-2-yl)oxy)phenyl)-7H-pyrrolo[2,3-d]pyrimidin-6-yl)phenyl)-2-((dimethylamino)methyl)acrylamide NC=1C2=C(N=CN1)N(C(=C2C2=CC=C(C=C2)OC2=NC(=CC=C2)C)C2=CC=C(C=C2)NC(C(=C)CN(C)C)=O)C